FC(OC1=C(C=C(C=C1)S(=O)(=O)C)C1=NNC=C1NC(=O)C=1C=NN2C1N=CC=C2)F N-(3-(2-(difluoromethoxy)-5-(methylsulfonyl)phenyl)-1H-pyrazol-4-yl)pyrazolo[1,5-a]pyrimidine-3-carboxamide